Cl.ClC=1C=C(C=CC1Cl)CC(OCC)=N ethyl 2-(3,4-dichlorophenyl)acetimidate hydrochloride